5-[(5-Chlorothiophen-2-yl)methoxy]-1-(furan-2-carbonyl)-3-[4-methyl-1-(pyrrolidin-1-carbonyl)piperidin-3-yl]-1H-pyrazol-4-carbonitril ClC1=CC=C(S1)COC1=C(C(=NN1C(=O)C=1OC=CC1)C1CN(CCC1C)C(=O)N1CCCC1)C#N